[I-].C[N+]1=C(C2=CC=CC=C2C=C1)Br methyl-bromoisoquinolinium iodide